(1R,2S)-4'-fluoro-2-{3-[(5-methoxy-2-methylpyrimidin-4-yl)amino]-1H-indazol-6-yl}spiro[cyclopropane-1,3'-indol]-2'(1'H)-one FC1=C2[C@]3(C(NC2=CC=C1)=O)[C@@H](C3)C3=CC=C1C(=NNC1=C3)NC3=NC(=NC=C3OC)C